1-[2-[2-[(1S)-2-benzyloxy-1-methyl-ethoxy]ethoxy]ethyl]-4-[5-[tert-butyl-(dimethyl)silyl]oxy-1-tetrahydropyran-2-yl-indazol-3-yl]pyrrole-2-carbonitrile C(C1=CC=CC=C1)OC[C@@H](OCCOCCN1C(=CC(=C1)C1=NN(C2=CC=C(C=C12)O[Si](C)(C)C(C)(C)C)C1OCCCC1)C#N)C